2,6-bis(4-fluorophenyl)-4-(trifluoromethyl)pyridine FC1=CC=C(C=C1)C1=NC(=CC(=C1)C(F)(F)F)C1=CC=C(C=C1)F